N1C[C@@H](CC1)OCCCCC1=CC=C2CCCNC2=N1 (R)-7-(4-(pyrrolidin-3-yloxy)butyl)-1,2,3,4-tetrahydro-1,8-naphthyridine